CNCCN(C)CCNC bis(2-methylaminoethyl)methylamine